Phenyl-propiophenone C1(=CC=CC=C1)C(C(=O)C1=CC=CC=C1)C